3'-Phosphoadenosine 5'-Phosphosulfate C1=NC(=C2C(=N1)N(C=N2)[C@H]3[C@@H]([C@@H]([C@H](O3)COP(=O)(O)OS(=O)(=O)O)OP(=O)(O)O)O)N